CC(CCC[Mg]I)CC(CCCCCCCCCCCC)C 4,6-dimethyloctadecyl-magnesium iodide